CN1CCC(CC1)CCN 2-(1-methylpiperidin-4-yl)ethylamine